ClC1=C(C=CC=C1C1=C(C(=NC=C1)C1=CC=C2C(=CN(C2=C1)C)CNCC)Cl)C1=CC=C(C(=N1)OC)CN(C(OC(C)(C)C)=O)C[C@H]1NC(CC1)=O tert-butyl N-[[6-[2-chloro-3-[3-chloro-2-[3-(ethylaminomethyl)-1-methyl-indol-6-yl]-4-pyridyl]phenyl]-2-methoxy-3-pyridyl]methyl]-N-[[(2S)-5-oxopyrrolidin-2-yl]methyl]carbamate